C12(CC3CC(CC(C1)C3)C2)NS(=O)(=O)C2=CC=C(CCNC(C3=CC(=CC=C3)F)=O)C=C2 N-(4-(N-((3R,5R)-adamantan-1-yl)aminosulfonyl)phenethyl)-3-fluorobenzamide